O1CC=CC2=CC=C(C=C12)N chromen-7-amine